5-isopropyl-2-isothiocyanato(trifluoromethyl)pyridine C(C)(C)C=1C=C(C(=NC1)N=C=S)C(F)(F)F